[Cl-].C(CCC)[NH+]1C(CCCC1)CCCC 1,2-dibutylpiperidinium chloride